tert-butyl ((2-formylquinolin-4-yl)methyl)(tetrahydro-2H-pyran-4-yl)carbamate C(=O)C1=NC2=CC=CC=C2C(=C1)CN(C(OC(C)(C)C)=O)C1CCOCC1